8-acetyl-4-cyano-6-methylquinolin C(C)(=O)C=1C=C(C=C2C(=CC=NC12)C#N)C